C(C1=CC=CC=C1)NC=1C=2N(C3=CC(=C(C=C3N1)C)C(=O)OC)C=NC2 Methyl 4-(benzylamino)-7-methylimidazo[1,5-a]quinoxaline-8-carboxylate